S(=O)(=O)(O)C=1C(=C(C=CC1)P(C1=CC=CC=C1)C1=CC=CC=C1)S(=O)(=O)O bis-sulfotriphenyl-phosphine